CNC1=C(C(C1=O)=O)NCCCN(CCCCCCCC(=O)OC(CCCCCCCC)CCCCCCCC)CCCCCCCC(=O)OC\C=C/CCCCCC heptadecan-9-yl (Z)-8-((3-((2-(methylamino)-3,4-dioxocyclobut-1-en-1-yl)amino)propyl)(8-(non-2-en-1-yloxy)-8-oxooctyl)amino)octanoate